NC=1C=CC(=NC1C)C=1C=NN(C1NC(O[C@H](C)C1=CC(=CC=C1)F)=O)C (R)-1-(3-fluorophenyl)ethyl (4-(5-amino-6-methylpyridin-2-yl)-1-methyl-1H-pyrazol-5-yl)carbamate